methyl 4-((1-cyclopropyl-2-methoxy-2-oxoethyl) amino)-3-(difluoromethoxy)-5-nitrobenzoate C1(CC1)C(C(=O)OC)NC1=C(C=C(C(=O)OC)C=C1[N+](=O)[O-])OC(F)F